2-chloro-6-isopropenyl-pyridine-3-carboxylic acid ethyl ester C(C)OC(=O)C=1C(=NC(=CC1)C(=C)C)Cl